2-(butyl)pyrrolidine-2-carboxylic acid C(CCC)C1(NCCC1)C(=O)O